C(CC)C=1C=C(C#N)C=CC1I 3-propyl-4-iodobenzonitrile